COC1=CC=C(C=C(C(=O)O)C)C=C1 p-methoxy-α-methylcinnamic acid